(R)-2-((6-chloro-4-iodopyridin-2-yl)amino)propan-1-ol ClC1=CC(=CC(=N1)N[C@@H](CO)C)I